C1(CC1)C1=C(C(C=O)=CC=C1)O 3-cyclopropylsalicylaldehyde